N-(2-(2-(2-(2-azidoethoxy)ethoxy)ethoxy)ethyl)-7-(dimethylamino)-4-hydroxy-3-oxo-3H-phenoxazine-1-carboxamide N(=[N+]=[N-])CCOCCOCCOCCNC(=O)C1=CC(C(=C2OC3=CC(=CC=C3N=C12)N(C)C)O)=O